C(C)(C)(C)OC(N[C@@H](C(=O)N1CC2=C(N=C(N=C2OC2=C(C=C(C=C2C)C#N)C)NC2=CC=C(C=C2)C#N)CC1)C(C)C)=O (R)-(1-(4-(4-cyano-2,6-dimethylphenoxy)-2-((4-cyanophenyl)amino)-7,8-dihydropyrido[4,3-d]pyrimidin-6(5H)-yl)-3-methyl-1-oxobutan-2-yl)carbamic acid tert-butyl ester